N-(6-cyano-5-(difluoromethoxy)pyrazin-2-yl)-2-fluoro-8,8-dimethyl-7,8-dihydro-6H-cyclopenta[e]pyrazolo[1,5-a]pyrimidine-6-carboxamide C(#N)C1=C(N=CC(=N1)NC(=O)C1CC(C2=C1C=NC=1N2N=C(C1)F)(C)C)OC(F)F